ClC=1C(=CC(=C(C1)NC=1C2=C(N=CN1)C=CC(=N2)C2CN(CCC2)C(=O)OC(C)(C)C)F)F tert-Butyl 3-(4-((5-chloro-2,4-difluorophenyl)amino)pyrido[3,2-d]pyrimidin-6-yl)piperidine-1-carboxylate